BrC1=CC=C(C=C1)C1OC(CC1)C=C 2-(4-bromophenyl)-5-vinyl-tetrahydrofuran